2-amino-8-(methylthio)quinazoline-4-carboxylic acid NC1=NC2=C(C=CC=C2C(=N1)C(=O)O)SC